C([O-])([O-])=O.[Ag+].[Mn+2] manganese-silver carbonate